2-(benzyloxycarbonyl)-(S)-5-bromo-3,4-dihydroisoquinoline C(C1=CC=CC=C1)OC(=O)N1CC2=CC=CC(=C2CC1)Br